CC1=C(C=NC(=C1)C(=O)NC=1C(=C(C=CC1)C1=CC=CC=C1)C)CN1CCCCC1 (2S)-1-[(4-Methyl-6-{[(2-methylbiphenyl-3-yl)amino]carbonyl}pyridin-3-yl)methyl]piperidin